COC(=O)[C@@H]1C[C@H](CCC1)OC=1C(=NC(=CC1)C=1N=NN(C1CO)C)C (1S,3S)-3-((6-(5-(hydroxymethyl)-1-methyl-1H-1,2,3-triazol-4-yl)-2-methylpyridin-3-yl)oxy)cyclohexane-1-carboxylic acid methyl ester